CC=1C=C(C=CC1C)N1N=C(C=2C=NC=3C=CC(=CC3C21)OC)C2=CC(=C(OCCN(C)C)C=C2)OC 2-{4-[1-(3,4-dimethylphenyl)-8-methoxy-1H-pyrazolo[4,3-c]quinolin-3-yl]-2-methoxyphenoxy}-N,N-dimethylethylamine